C(C)(C)(C)S(=O)\N=C/1\CCC=2N(N=CC21)C2CCN(CC2)C(=O)OC(C)(C)C tert-butyl 4-[(4Z)-4-tert-butylsulfinylimino-5,6-dihydrocyclopenta[c]pyrazol-1-yl]piperidine-1-carboxylate